ethyl 2-(4-((7-(2-ethylbutyl)-7H-pyrrolo[2,3-d]pyrimidin-2-yl)amino)-1H-pyrazol-1-yl)acetate C(C)C(CN1C=CC2=C1N=C(N=C2)NC=2C=NN(C2)CC(=O)OCC)CC